C(#N)C1=CC(=C(COC2=CC=CC(=N2)C2CCN(CC2)C(C(=O)O)C)C=C1)F 2-(4-(6-((4-cyano-2-fluorobenzyl)oxy)pyridin-2-yl)piperidin-1-yl)propanoic acid